(R)-1-(6-(3-((3-Hydroxy-1-methyl-2-oxopyrrolidin-3-yl)ethynyl)phenyl)pyrido[3,2-d]pyrimidin-4-yl)azetidine-3-carbonitrile O[C@@]1(C(N(CC1)C)=O)C#CC=1C=C(C=CC1)C=1C=CC=2N=CN=C(C2N1)N1CC(C1)C#N